CC1=C(C(C#N)=C(C=C1)C)C#N 3,6-Dimethylphthalonitrile